4-(chloromethyl)-6-fluoro-1-tosyl-1H-indole ClCC1=C2C=CN(C2=CC(=C1)F)S(=O)(=O)C1=CC=C(C)C=C1